C(C)(=O)OC1CCC=2C1=NC=C(C2N2C[C@H]([C@@H]([C@H](C2)C)OC(C)=O)NC(=O)OC(C)(C)C)N acetic acid (3R,4R,5S)-1-[7-(acetyloxy)-3-amino-6,7-dihydro-5H-cyclopenta[b]pyridin-4-yl]-3-[(tert-butoxycarbonyl) amino]-5-methylpiperidin-4-yl ester